C(C)(C)N1C(=NN=C1)C1=CC=CC(=N1)NC(=O)NC1=NC=C(C2=CC=CC=C12)C=1C=NN(C1)C 1-(6-(4-isopropyl-4H-1,2,4-triazol-3-yl)pyridin-2-yl)-3-(4-(1-methyl-1H-pyrazol-4-yl)isoquinolin-1-yl)urea